N-(4-Amino-1-tetrahydropyran-2-yl-pyrazolo[4,3-c]pyridin-7-yl)-2-oxo-2-[rac-(2R,5S)-2-(2-ethylindazol-5-yl)-5-methyl-1-piperidyl]acetamide Copper [Cu].NC1=NC=C(C2=C1C=NN2C2OCCCC2)NC(C(N2[C@H](CC[C@@H](C2)C)C2=CC1=CN(N=C1C=C2)CC)=O)=O |r|